C(C)OC1=C(C(N(C=C1)C1=CC=C(C=C1)F)=O)C(=O)NC1=CC(=C(C=C1)OC1=CC(=C(C=C1)O)C1=NNC=C1)F 4-ethoxy-N-(3-fluoro-4-(4-hydroxy-3-(1H-pyrazol-3-yl)phenoxy)phenyl)-1-(4-fluorophenyl)-2-oxo-1,2-dihydropyridine-3-carboxamide